4-hydroxy-1-methyl-2-oxo-6-phenoxy-1,2-dihydro-1,7-naphthyridine-3-carboxylic acid methyl ester COC(=O)C=1C(N(C2=CN=C(C=C2C1O)OC1=CC=CC=C1)C)=O